ClC1=NC(=NC2=CC=CC=C12)C=1C=CC2=C(OC3=C2C=CC=C3)C1 4-chloro-2-(dibenzo[B,d]furan-3-yl)quinazoline